C(C)(C)(C)OC(=O)N1C2CN(CC1CC2)C(C2=CC=CC=C2)C=2N=NN(N2)CCF 3-((2-(2-fluoroethyl)-2H-tetrazol-5-yl)(phenyl)methyl)-3,8-diazabicyclo[3.2.1]octane-8-carboxylic acid tert-butyl ester